N4-(4-tert-butylphenyl)-N4-[2-(cyclohexylamino)-2-oxo-1-(3-pyridyl)ethyl]-1H-triazole-4,5-dicarboxamide C(C)(C)(C)C1=CC=C(C=C1)N(C(=O)C=1N=NNC1C(=O)N)C(C(=O)NC1CCCCC1)C=1C=NC=CC1